C(C)(C)(C)OC(=O)N1C[C@@H]([C@@H](CC1)N1N=NC(=C1C)[Si](C)(C)C)O (3S,4R)-3-hydroxy-4-(5-methyl-4-trimethylsilyl-triazol-1-yl)piperidine-1-carboxylic acid tert-butyl ester